FC(C1CN(CC1)CC=1C(=NC=CC1)B(O)O)(F)F (3-((3-(trifluoromethyl)pyrrolidin-1-yl)methyl)pyridin-2-yl)boronic acid